2,6-Difluoro-3-(1-methyl-6-(methyl(1-(methylsulfonyl)-1,2,3,4-tetrahydroquinolin-3-yl)amino)-1H-pyrazolo[3,4-d]pyrimidin-3-yl)-5-(trifluoromethyl)phenol FC1=C(C(=C(C=C1C1=NN(C2=NC(=NC=C21)N(C2CN(C1=CC=CC=C1C2)S(=O)(=O)C)C)C)C(F)(F)F)F)O